OCCCNCC1=NC2=C(C=CC=C2C=C1)NS(=O)(=O)C1=CC=C(C=C1)C(F)(F)F N-(2-(((3-Hydroxypropyl)amino)methyl)quinolin-8-yl)-4-(trifluoromethyl)benzenesulfonamide